1-hexadecyl-3-methyl-imidazole chlorine salt [Cl].C(CCCCCCCCCCCCCCC)N1CN(C=C1)C